C(C)(C)(C)OC(=O)N(C(OC(C)(C)C)=O)CCOCCOCCOCCOCCO tert-butyl N-tert-butoxycarbonyl-N-[2-[2-[2-[2-(2-hydroxyethoxy)ethoxy]ethoxy]ethoxy] ethyl]carbamate